ClC=1C=CC(=C(C1)C=1C(=CC(=CC1)C(N[C@H](CCC)C1=CC=CC=C1)=O)C(=O)O)C1=NC2=C(N1)C=CC=C2O 5'-chloro-2'-(4-hydroxy-1H-1,3-benzodiazol-2-yl)-4-{[(1R)-1-phenylbutyl]carbamoyl}-[1,1'-biphenyl]-2-carboxylic acid